OC1=C(C(=O)NC2=CC=C3C=CN=C(C3=C2)O)C=C(C=C1)OC 2-hydroxy-N-(1-hydroxyisoquinolin-7-yl)-5-methoxybenzamide